N1=CC=C(C=C1)C1=NNC2=CC=C(C=C12)NC1=C(C=NC=C1)C#N 4-[[3-(4-pyridyl)-1H-indazol-5-yl]amino]pyridine-3-carbonitrile